C12C(CC(CC1)C2)C2=CC(=NC=N2)C2=CC=CC=C2 6-(2-norbornyl)-4-phenylpyrimidine